4-hydroxymethylbenzimidazole OCC1=CC=CC=2N=CNC21